C1(CCCCC1)C(C1=C(C2=C(C=CC(=NO2)O)C=C1)O)O 8-(cyclohexyl-(hydroxy)methyl)-3,9-dihydroxybenzo[5,6]oxazepin